dimethoxypropane tetraacrylate C(C=C)(=O)O.C(C=C)(=O)O.C(C=C)(=O)O.C(C=C)(=O)O.COC(C)(C)OC